[Hf].CC1=C(C(=C(C1(C1(C=CC=2C1=CC=1CCCCC1C2)CC(C)(C)C)C)C)C)C Pentamethylcyclopentadienyl-(1-neopentyl-5,6,7,8-tetrahydro-1H-cyclopenta[b]naphthalene) hafnium